2-hydroxyisobutyrophenone OC(C(=O)C1=CC=CC=C1)(C)C